(S)-N-(3,5-Dichloro-2-oxo-1H-pyridin-4-yl)-6-[4-ethyl-3-(hydroxymethyl)-5-oxo-1,2,4-triazol-1-yl]-5-fluoro-2-[(1S)-2,2,2-trifluoro-1-methyl-ethoxy]pyridine-3-carboxamide ClC=1C(NC=C(C1NC(=O)C=1C(=NC(=C(C1)F)N1N=C(N(C1=O)CC)CO)O[C@H](C(F)(F)F)C)Cl)=O